3-(5-(difluoromethyl)-1,3,4-thiadiazol-2-yl)-8-(4-isobutyrylpiperazin-1-yl)-N-(3-methylazetidin-3-yl)imidazo[1,5-a]pyridine-6-sulfonamide FC(C1=NN=C(S1)C1=NC=C2N1C=C(C=C2N2CCN(CC2)C(C(C)C)=O)S(=O)(=O)NC2(CNC2)C)F